FC(C1=CC=C2C(=N1)NC=C2S(=O)(=O)NC2=NC(=C(C(=N2)OC)CCC(F)F)OC)F 6-(difluoromethyl)-N-[5-(3,3-difluoropropyl)-4,6-dimethoxy-pyrimidin-2-yl]-1H-pyrrolo[2,3-b]pyridine-3-sulfonic acid amide